1-(4-((4-amino-5-(4-phenoxyphenyl)-7-(tetrahydrofuran-3-yl)-7H-pyrrolo[2,3-d]pyrimidin-6-yl)ethynyl)piperidin-1-yl)propan-1-one NC=1C2=C(N=CN1)N(C(=C2C2=CC=C(C=C2)OC2=CC=CC=C2)C#CC2CCN(CC2)C(CC)=O)C2COCC2